5-(difluoromethyl)thiazole-2-carboxylic acid potassium salt [K+].FC(C1=CN=C(S1)C(=O)[O-])F